C1(CCCCC1)CC(=O)NC=1C(=NC(=CC1C)N1CCOCC1)C 2-Cyclohexyl-N-(2,4-dimethyl-6-morpholin-4-yl-pyridin-3-yl)-acetamide